1,1-Dimethylethyl {(3R)-1-[(1-methyl-2-{1-[(1-methyl-1H-pyrazol-4-yl)methyl]-1H-indol-2-yl}-1H-benzimidazol-5-yl)carbonyl]-3-piperidinyl}carbamate CN1C(=NC2=C1C=CC(=C2)C(=O)N2C[C@@H](CCC2)NC(OC(C)(C)C)=O)C=2N(C1=CC=CC=C1C2)CC=2C=NN(C2)C